N-(4-(3-(1-(7-chloroquinolin-4-yl)piperazine-4-carbonyl)piperidine-1-carbonyl)phenyl)acetamide ClC1=CC=C2C(=CC=NC2=C1)N1CCN(CC1)C(=O)C1CN(CCC1)C(=O)C1=CC=C(C=C1)NC(C)=O